CCCC#C (2R)-pent-4-yne